C(C)OC(=O)C1=C(N=C2N1C=CC=C2)C=2C=NC(=C(C2)NS(=O)(=O)C2=C(C=C(C=C2)F)F)OC (6-methoxy-5-(2,4-difluorobenzenesulfonylamino)pyridin-3-yl)imidazo[1,2-a]Pyridine-3-carboxylic acid ethyl ester